2-((1-methyl-1H-pyrazol-3-yl)oxy)acetic acid CN1N=C(C=C1)OCC(=O)O